5-isopentyl-2,3-dimethylpyrazine C(CC(C)C)C=1N=C(C(=NC1)C)C